[Cl-].C(=O)(O)C1C(CCC2=CC=C(C=C12)OC1=C(C=CC=C1)C1=CC(=CC=C1)CC)[NH3+] carboxy-7-((3'-ethyl-[1,1'-biphenyl]-2-yl)oxy)-1,2,3,4-tetrahydronaphthalene-2-aminium chloride